N-methyl-(2-hydroxypropyl)methacrylamide CNC(C(=CCC(C)O)C)=O